C(#CC)O[C@H]1[C@@H](O[C@@H]([C@H]1O)CO)N1C(=O)NC(=O)C=C1 2'-O-propynyl-uridine